C1(=CC=CC=C1)S(=O)(=O)N1CC=CC=C1 1-(phenylsulfonyl)-1H-pyridine